CC1=C(C(=CC=C1)C)N1C=2N(C3=C(C1=O)C=NC(=N3)NC3=CC=C(C=C3)N3C[C@@H](N([C@@H](C3)C)C)C)CCN2 6-(2,6-dimethylphenyl)-2-((4-((3S,5R)-3,4,5-trimethylpiperazin-1-yl)phenyl)amino)-8,9-dihydroimidazo[1,2-a]pyrimido[5,4-e]pyrimidin-5(6H)-one